N1C=CC(=C1C(=O)[O-])C(=O)[O-] pyrrole-4,5(1H)-dicarboxylate